Dimethyl 3,3'-thiodipropionate S(CCC(=O)OC)CCC(=O)OC